BrC1=C2C=NN(C2=CC(=C1[C@@H]1[C@@H](C1)C)Cl)C1OCCCC1 4-bromo-6-chloro-5-((1S,2R)-2-methylcyclopropyl)-1-(tetrahydro-2H-pyran-2-yl)-1H-indazole